1-[4-[4-[6-Chloro-4-(trifluoromethyl)-2-pyridyl]piperazin-1-yl]sulfonylphenyl]-4-[[3-(methylamino)azetidin-1-yl]methyl]pyrrolidin-2-one ClC1=CC(=CC(=N1)N1CCN(CC1)S(=O)(=O)C1=CC=C(C=C1)N1C(CC(C1)CN1CC(C1)NC)=O)C(F)(F)F